14-octadecenoic Acid C(CCCCCCCCCCCCC=CCCC)(=O)O